NC1=NC=2C=CC=CC2C2=C1N=CN2[C@@H](C)C2(CCCC2)O 1-[(1S)-1-(4-aminoimidazo[4,5-c]quinolin-1-yl)ethyl]cyclopentanol